ClCC1OC(OC1)=S 4-chloromethyl-1,3-dioxolane-2-thione